CN(CCCC=1SC=CC1)C dimethyl-3-(2-thienyl)propylamine